4-(2-naphthyl)piperidine hydrochloride Cl.C1=C(C=CC2=CC=CC=C12)C1CCNCC1